3-[(6R,8aS)-2-[4-chloro-2-(trifluoromethyl)phenyl]-6-methyl-3-oxo-5,6,8,8a-tetrahydro-1H-imidazo[1,5-a]pyrazin-7-yl]-6-(2-methoxy-3-pyridyl)pyridine-2-carbaldehyde ClC1=CC(=C(C=C1)N1C(N2[C@@H](CN([C@@H](C2)C)C=2C(=NC(=CC2)C=2C(=NC=CC2)OC)C=O)C1)=O)C(F)(F)F